azetidin-3-yl-(thiazolidin-3-yl)methanone N1CC(C1)C(=O)N1CSCC1